ClC=1C(=NC=C(C1)N1CCN(CC1)C)CN 1-[3-chloro-5-(4-methylpiperazin-1-yl)pyridin-2-yl]Methylamine